[Si](C1=CC=CC=C1)(C1=CC=CC=C1)(C(C)(C)C)OC[C@@H]1CC[C@]2(CCCN12)CO |r| rac-((3S,7aR)-3-(((tert-butyldiphenylsilyl)oxy)methyl)hexahydro-1H-pyrrolizin-7a-yl)methanol